3-(pyrrolidine-1-carbonyl)bicyclo[1.1.1]pentane N1(CCCC1)C(=O)C12CC(C1)C2